C(#N)C1CN(C1)C=1N=C(C2=C(N1)C(CC2)(F)F)C2=CC=C(C(=O)N)C=C2 4-(2-(3-cyanoazetidin-1-yl)-7,7-difluoro-6,7-dihydro-5H-cyclopenta[d]pyrimidin-4-yl)benzamide